5-(5-bromo-2-fluorophenyl)-2-methyl-1,3-thiazol-4-ol BrC=1C=CC(=C(C1)C1=C(N=C(S1)C)O)F